N1-(5-bromo-2,3-dihydro-1H-inden-1-yl)-N1,N2,N2-trimethylethane-1,2-diamine BrC=1C=C2CCC(C2=CC1)N(CCN(C)C)C